9-(5-chloro-1-(1-cyclopropyl-1H-pyrazol-4-yl)-1H-indazol-6-yl)-7-methyl-3-oxa-7,9-diazabicyclo[3.3.1]nonane hydrochloride Cl.ClC=1C=C2C=NN(C2=CC1N1C2COCC1CN(C2)C)C=2C=NN(C2)C2CC2